COC(=O)C1=CC=C2C(=N1)N(C=N2)C2CCOCC2 3-(tetrahydro-2H-pyran-4-yl)-3H-imidazo[4,5-b]Pyridine-5-carboxylic acid methyl ester